BrC1=C(C=C2C(=NC(=NC2=C1F)OC[C@]12CCCN2C[C@@H](C1)F)N(C)C)I 7-bromo-8-fluoro-2-(((2R,7aS)-2-fluorohexahydro-1H-pyrrolizine-7a-yl)methoxy)-6-iodo-N,N-dimethylquinazolin-4-amine